2,4-dimethylphenyl-diethylamine formate C(=O)O.CC1=C(C=CC(=C1)C)N(CC)CC